tert-butyl-[3-[4-[3-iodo-1-(2-trimethylsilylethoxymethyl)pyrazolo[3,4-c]pyridin-5-yl]-2-methyl-pyrazol-3-yl]oxypropoxy]-dimethyl-silane C(C)(C)(C)[Si](C)(C)OCCCOC=1N(N=CC1C=1C=C2C(=CN1)N(N=C2I)COCC[Si](C)(C)C)C